(3,5-dicyclohexyl-4-hydroxyphenyl) propionate C(CC)(=O)OC1=CC(=C(C(=C1)C1CCCCC1)O)C1CCCCC1